5-cyano-4-hydroxy-2,6-dimethylnicotinic acid ethyl ester C(C)OC(C1=C(N=C(C(=C1O)C#N)C)C)=O